ClC1=CC=C(C=C1)NC1=CC2=NC3=CC=CC=C3N(C2=CC1=NC(C)C)C1=CC=C(C=C1)Cl N,5-bis(4-chlorophenyl)-3-(1-methylethylimino)-5H-phenazin-2-amine